5-Cyclopropyl-6-(3-methylimidazo[4,5-c]pyridin-7-yl)-3-[[5-methyl-1-[rel-(2R)-2,3-difluoropropyl]pyrazol-4-yl]amino]pyrazin-2-carboxamid C1(CC1)C=1N=C(C(=NC1C=1C2=C(C=NC1)N(C=N2)C)C(=O)N)NC=2C=NN(C2C)C[C@H](CF)F |o1:30|